FC1=CC=C(C=C1)C1=CC(=CC=C1F)CC(=O)N1CCN(CC1)C=1C=CC=2N(N1)C=NN2 2-{4',6-difluoro-[1,1'-biphenyl]-3-yl}-1-(4-{[1,2,4]triazolo[4,3-b]pyridazin-6-yl}piperazin-1-yl)ethan-1-one